4-chloro-1-((1-(cyclopropanecarbonyl)azetidin-3-yl)methyl)-N-(3-methyl-5-(phenylethynyl)pyridin-2-yl)-1H-pyrazole-5-carboxamide ClC=1C=NN(C1C(=O)NC1=NC=C(C=C1C)C#CC1=CC=CC=C1)CC1CN(C1)C(=O)C1CC1